COC1=CC=C2C=C(C(NC2=C1)=O)C=C1N=C(OC1=O)C1=CC=CC=C1 4-((7-methoxy-2-oxo-1,2-dihydroquinolin-3-yl)methylene)-2-phenyloxazol-5(4H)-one